2-phenyl-3-[3-(10-phenylanthracen-9-yl)phenyl]-1-benzofuran C1(=CC=CC=C1)C=1OC2=C(C1C1=CC(=CC=C1)C=1C3=CC=CC=C3C(=C3C=CC=CC13)C1=CC=CC=C1)C=CC=C2